ClC=1C=C2C=CN(C2=CC1)C 5-chloro-1-methyl-1H-indol